1-(5-((4-(4-bromophenyl)piperazin-1-yl)methyl)-1-oxoisoindolin-2-yl)dihydropyrimidine-2,4(1H,3H)-dione BrC1=CC=C(C=C1)N1CCN(CC1)CC=1C=C2CN(C(C2=CC1)=O)N1C(NC(CC1)=O)=O